OC=1C=C(C=C(C1O)O)C=1C=C(C(=C(C1)O)O)O 5-(3,4,5-trihydroxyphenyl)benzene-1,2,3-triol